NC1=NC=2C=C(C(=CC2C2=C1[C@H](OC2)C)C(=O)N2[C@@H](CC[C@H](C2)C)C2=CC1=CN(N=C1C=C2)C)F ((R)-4-amino-7-fluoro-3-methyl-1,3-dihydrofuro[3,4-c]quinolin-8-yl)((2S,5R)-5-methyl-2-(2-methyl-2H-indazol-5-yl)piperidin-1-yl)methanone